N1=CC(=CC=C1)/C=C/C(=O)C1=C(C(=C(C=C1)O)O)O (E)-3-(pyridin-3-yl)-1-(2,3,4-trihydroxyphenyl)prop-2-en-1-one